ONC(CCCCC(CCCC)NC(C1=CC=C(C=C1)N(C)C)=O)=O N-hydroxy-6-(4-dimethylaminobenzoylamino)-decanoamide